N-(4-cyclohexylbenzyl)-1-trityl-1H-benzo[d]imidazol-6-amine C1(CCCCC1)C1=CC=C(CNC=2C=CC3=C(N(C=N3)C(C3=CC=CC=C3)(C3=CC=CC=C3)C3=CC=CC=C3)C2)C=C1